CS(=O)(=N)C1=CC=C(COC2=CC=C(C=C2)C=2N=CN(C2)C(=O)NCC2CN(CC2)C2=CC=CC=C2)C=C1 4-(4-((4-(S-methylsulfonimidoyl)benzyl)oxy)phenyl)-N-((1-phenylpyrrolidin-3-yl)methyl)-1H-imidazole-1-carboxamide